5-(2-amino-[1,2,4]triazolo[1,5-a]pyridin-7-yl)-2-methylnicotinic acid NC1=NN2C(C=C(C=C2)C=2C=NC(=C(C(=O)O)C2)C)=N1